FC=1C=2N(C=C(C1)C1=CNC=3N=C(N=CC31)N[C@H](COC)C)N=CN2 (S)-5-(8-fluoro-[1,2,4]triazolo[1,5-a]pyridin-6-yl)-N-(1-methoxypropan-2-yl)-7H-pyrrolo[2,3-d]pyrimidin-2-amine